C1(CCCCC1)[C@@]1(OCC2=CC(=CC=C2[C@H]1C1=CC=C(C=C1)N1CCC(CC1)CN1CCN(CC1)C=1C=C2CN(C(C2=CC1)=O)[C@@H]1C(NC(CC1)=O)=O)O)C (S)-3-(5-(4-((1-(4-((3S,4R)-3-cyclohexyl-7-hydroxy-3-methylisochroman-4-yl)phenyl)piperidin-4-yl)methyl)piperazin-1-yl)-1-oxoisoindolin-2-yl)piperidine-2,6-dione